CC1OC(CN(C1)C1=CC(=CC(=N1)C=1C=NC(=NC1)N)S(=O)(=O)C1=CC=CC=C1)C 5-(6-(2,6-dimethylmorpholino)-4-(phenylsulfonyl)pyridin-2-yl)pyrimidin-2-amine